2-Amino-7-fluoro-4-(5-fluoro-3-(3-methyl-3-(pyrrolidin-1-yl)azetidin-1-yl)-7,9-dihydrofuro[3,4-f]quinazolin-6-yl)thieno[3,2-c]pyridine-3-carbonitrile NC1=C(C=2C(=NC=C(C2S1)F)C=1C2=C(C=3C=NC(=NC3C1F)N1CC(C1)(N1CCCC1)C)COC2)C#N